COC1=CC(=C(C=C1)NC=C1C(OC(OC1=O)(C)C)=O)C 5-(((4-methoxy-2-methylphenyl)amino)methylene)-2,2-dimethyl-1,3-dioxane-4,6-dione